(2-(4-methoxyphenyl)-1,1-dioxidoisothiazolidin-5-yl)methyl 4-methylbenzenesulfonate CC1=CC=C(C=C1)S(=O)(=O)OCC1CCN(S1(=O)=O)C1=CC=C(C=C1)OC